(3R,7S)-2-(3,4-Dichlorobenzoyl)-N,3-dimethyl-9-((R*)-1-(4-(methylsulfonyl)phenyl)propyl)-10-oxo-1,2,3,4,7,8,9,10-octahydropyrido[4',3':3,4]pyrazolo[1,5-a]pyrazine-7-carboxamide ClC=1C=C(C(=O)N2CC=3C(=NN4C3C(N(C[C@H]4C(=O)NC)[C@H](CC)C4=CC=C(C=C4)S(=O)(=O)C)=O)C[C@H]2C)C=CC1Cl |o1:21|